C(C)S(=O)(=O)OCCCCCCCCNC1=NC(=NC=C1)N[C@H](C)C1=CC(=CC=C1)OCCCN(C)C(=O)OC(C)(C)C (R)-8-((2-((1-(3-(3-((tert-butoxycarbonyl)(methyl)amino)propoxy)phenyl)ethyl)amino)-pyrimidin-4-yl)amino)octyl ethanesulfonate